CC(CCC1=CC=CC=C1)=C(C)C (3,4-Dimethylpent-3-en-1-yl)benzene